6α-fluoro-17α,21-dihydroxy-16α-methylpregna-4,9(11)-diene-3,20-dione F[C@H]1C[C@H]2[C@@H]3C[C@H]([C@](C(CO)=O)([C@]3(CC=C2[C@]2(CCC(C=C12)=O)C)C)O)C